N-(4-([1,2,4]triazolo[1,5-a]pyridin-7-yloxy)-2-fluoro-3-methylphenyl)-6-chloropyrido[3,2-d]pyrimidin-4-amine hydrochloride Cl.N=1C=NN2C1C=C(C=C2)OC2=C(C(=C(C=C2)NC=2C1=C(N=CN2)C=CC(=N1)Cl)F)C